FC(C1=NC=CC(=C1)C1=C2CCCC(C2=CC=C1)=O)(F)F 5-(2-(trifluoromethyl)pyridin-4-yl)-3,4-dihydronaphthalen-1(2H)-one